(5-fluoro-2-methoxy-phenyl)-[5-(trifluoromethyl)-1-(2-trimethylsilylethoxymethyl)imidazol-2-yl]methylamine FC=1C=CC(=C(C1)NCC=1N(C(=CN1)C(F)(F)F)COCC[Si](C)(C)C)OC